C(N1CC2=C(C3(C1)CC3)C=C(S2)B(O)O)([2H])([2H])[2H] (6'-(methyl-d3)-6',7'-dihydro-5'H-spiro[cyclopropane-1,4'-thieno[2,3-c]pyridine]-2'-yl)boronic acid